2-(2-methoxybenzyl)-6-(phenylsulfonyl)phthalazin-1(2H)-one COC1=C(CN2C(C3=CC=C(C=C3C=N2)S(=O)(=O)C2=CC=CC=C2)=O)C=CC=C1